C1COCCC12CCN(CC2)C(=O)OC=2C=CC=1C=CC3=CC=CC=C3C1C2 phenanthren-3-yl 3-oxa-9-azaspiro[5.5]undecane-9-carboxylate